OCC1=CC=C(C=C1)C1=CC=C(C=C1)C(C)(C)NC(OC1CN2CCC1CC2)=O Quinuclidin-3-yl (2-(4'-(hydroxymethyl)-[1,1'-biphenyl]-4-yl)propan-2-yl)carbamate